3,5-dimethyl-3-hexyl acrylate C(C=C)(=O)OC(CC)(CC(C)C)C